C(CC)C(C(=O)[O-])(CCCCCCCC)CCCCCC.[Nd+3].C(CC)C(C(=O)[O-])(CCCCCCCC)CCCCCC.C(CC)C(C(=O)[O-])(CCCCCCCC)CCCCCC Neodymium (2-propyl-2-hexyl decanoate)